OC\C=C/C=1C=CC=C2C=CN=C(C12)N(C(C1=CC=C(C=C1)C=1N=NN(C1)C)=O)[C@H]1CNCCC1 N-[8-[(Z)-3-hydroxyprop-1-enyl]-1-isoquinolyl]-4-(1-methyltriazol-4-yl)-N-[(3R)-3-piperidyl]benzamide